3-((1H-pyrrolo[2,3-b]pyridin-5-yl)oxy)-4'-(2-(2-chlorophenyl)pyrrolidin-1-yl)-[1,1'-biphenyl]-4-carboxylic acid N1C=CC=2C1=NC=C(C2)OC=2C=C(C=CC2C(=O)O)C2=CC=C(C=C2)N2C(CCC2)C2=C(C=CC=C2)Cl